C(C1=CC=CC=C1)[C@H]1C[C@H](N(C1=O)C(=O)OC(C)(C)C)C(=O)OCC1=CC=CC=C1 2-benzyl 1-(tert-butyl) (2S,4S)-4-benzyl-5-oxopyrrolidine-1,2-dicarboxylate